5-((tert-butyl-diphenyl-silyl)oxy)pentan-2-amine C(C)(C)(C)[Si](OCCCC(C)N)(C1=CC=CC=C1)C1=CC=CC=C1